4-(4-((3-ethyl-2,4-dioxo-1,2,3,4-tetrahydroquinazolin-7-yl)methyl)piperazin-1-yl)-N-methylbicyclo[2.2.2]octane-1-carboxamide C(C)N1C(NC2=CC(=CC=C2C1=O)CN1CCN(CC1)C12CCC(CC1)(CC2)C(=O)NC)=O